C(C)(=O)N1CCC2(CN(C2)CC=2C=CC=NC2OC)CC1 5-((7-acetyl-2,7-diazaspiro[3.5]nonan-2-yl)methyl)-6-methoxypyridine